6-bromo-N-(3,4-dichloro-2-fluoro-phenyl)-7-fluoro-quinazolin-4-amine BrC=1C=C2C(=NC=NC2=CC1F)NC1=C(C(=C(C=C1)Cl)Cl)F